dipyrrolo[1,2-c:2',1'-f][1,3,2]diazaborine-2,8-dinitrile C1=C(CN2BN3C(C=C21)=CC(=C3)C#N)C#N